2-methoxy-4-(trifluoro-methyl)benzaldehyde COC1=C(C=O)C=CC(=C1)C(F)(F)F